FC1=CC=C(C=C1)C[C@H]1C(N(CCN1C(C=C)=O)C=1N=C2N(C=CC=C2)C1)=O (3S)-3-[(4-fluorophenyl)methyl]-1-imidazo[1,2-a]pyridin-2-yl-4-prop-2-enoyl-piperazin-2-one